3-(4-Fluoro-2-(trifluoromethyl)phenyl)prop-2-yn-1-amine FC1=CC(=C(C=C1)C#CCN)C(F)(F)F